Cl.N[C@H](C(=O)N1CCN(CC1)C(=O)OCC1=CC=CC=C1)C1CCCCC1 Benzyl (S)-4-(2-amino-2-cyclohexylacetyl)piperazine-1-carboxylate hydrochloride